COC1=NC=C(C=C1C(=O)N)NC(C(N1[C@H](CC[C@@H](C1)C)C=1C=CC2=CN(N=C2C1)CCN(C)C)=O)=O 2-methoxy-5-[[2-oxo-2-[(2R,5S)-2-[2-[2-(dimethylamino)ethyl]indazol-6-yl]-5-methyl-1-piperidyl]acetyl]amino]pyridine-3-carboxamide